2-(4-(allylsulfanyl)phenyl)-1,3-dithiolane C(C=C)SC1=CC=C(C=C1)C1SCCS1